3-(3-fluorosulfonyloxy-5-methyl-phenoxy)-2,6-dioxo-piperidine FS(=O)(=O)OC=1C=C(OC2C(NC(CC2)=O)=O)C=C(C1)C